O[C@@H]1C[C@H](N(C1)C(C1=CC(=CC=C1)OCCC)=O)C(=O)NCC1=CC=C(C=C1)C1=CN=CO1 (2S,4R)-4-hydroxy-N-(4-(oxazol-5-yl)benzyl)-1-(3-propoxybenzoyl)pyrrolidine-2-carboxamide